3-(2-acryloyl-2,7-diazaspiro[3.5]nonan-7-yl)-5-(1,6-dimethyl-1H-indazol-7-yl)isonicotinonitrile C(C=C)(=O)N1CC2(C1)CCN(CC2)C2=C(C#N)C(=CN=C2)C=2C(=CC=C1C=NN(C21)C)C